4-{6-[2-fluoro-1-(fluoromethyl)ethoxy]-2,4-dioxo-3-(4-(pyridin-3-yl)benzyl)-3,4-dihydroquinazolin-1(2H)-yl}piperidine-1-carbaldehyde FCC(OC=1C=C2C(N(C(N(C2=CC1)C1CCN(CC1)C=O)=O)CC1=CC=C(C=C1)C=1C=NC=CC1)=O)CF